2-benzyl-2-dimethylamino-1-(4-morpholinophenyl)-1-propanone C(C1=CC=CC=C1)C(C(=O)C1=CC=C(C=C1)N1CCOCC1)(C)N(C)C